1-(1-(cis-4-isopropylcyclohexyl) piperidin-4-yl)-3-(pyrrolidin-1-ylmethyl)-1H-indol-5-yl methylcarbamate CNC(OC=1C=C2C(=CN(C2=CC1)C1CCN(CC1)[C@@H]1CC[C@@H](CC1)C(C)C)CN1CCCC1)=O